7-(Cyclobutylamino)-2-(((tetrahydro-2H-pyran-4-yl)thio)methyl)quinazolin-4(3H)-one C1(CCC1)NC1=CC=C2C(NC(=NC2=C1)CSC1CCOCC1)=O